N1(CCCC1)C1=CC=NC=C1 4-pyrrolidinopyridine